N-[4-({[2-(3-chlorophenyl)ethyl]amino}methyl)-phenyl]acetamide ClC=1C=C(C=CC1)CCNCC1=CC=C(C=C1)NC(C)=O